(5-((3-imino-3-(4-methylpiperazin-1-yl)propyl)carbamoyl)-1-methyl-1H-pyrrol-3-yl)nicotinamide N=C(CCNC(=O)C1=CC(=CN1C)C1=C(C(=O)N)C=CC=N1)N1CCN(CC1)C